COC(C[C@@H](C1=CC(=C(C=C1)C)CO)C1=C(C2=C(N(N=N2)C)C=C1)C)=O (S)-3-(1,4-dimethyl-1H-benzo[d][1,2,3]triazol-5-yl)-3-(3-(hydroxymethyl)-4-methylphenyl)-propionic acid methyl ester